C1(=CC=CC=C1)/C=C/C(=O)O (E)-3-phenylacrylic acid